OC1=C2C=CC(OC2=CC(=C1C(\C=C\C1=C(C(=C(C=C1)OC)OC)OC)=O)OC)(C)C (E)-1-(5-hydroxy-7-methoxy-2,2-dimethyl-2H-chromen-6-yl)-3-(2,3,4-trimethoxyphenyl)prop-2-en-1-one